[N+](=O)([O-])C1=C(C=CC=C1)N1C=CC=C1 1-(2-nitrophenyl)pyrrole